5-Amino-1-isopropyl-3-(4-(2-((3-methyl-5-(trifluoromethyl)phenyl)amino)-2-oxoethyl)phenyl)-1H-pyrazole-4-carboxamide NC1=C(C(=NN1C(C)C)C1=CC=C(C=C1)CC(=O)NC1=CC(=CC(=C1)C(F)(F)F)C)C(=O)N